CC1=C(C(=CC=C1)C)C=1C=C2OC(C3CN(CCN3C(C=3C=CC=C(S(NC(N1)=N2)(=O)=O)C3)=O)C(=O)OC(C)(C)C)C tert-Butyl 13-(2,6-dimethylphenyl)-9-methyl-2,17,17-trioxo-10-oxa-17λ6-thia-3,6,14,16,23-pentaazatetracyclo[16.3.1.111,15.03,8]tricosa-1(22),11,13,15(23),18,20-hexaene-6-carboxylate